N-(9,10-diphenyl-2-anthryl)-N,N',N'-Triphenyl-1,4-phenylenediamine C1(=CC=CC=C1)C=1C2=CC=CC=C2C(=C2C=CC(=CC12)N(C1=CC=C(C=C1)N(C1=CC=CC=C1)C1=CC=CC=C1)C1=CC=CC=C1)C1=CC=CC=C1